(5-(3-(4-((6-hydroxy-2-(4-(methylsulfonyl) phenyl) naphthalene-1-yl) oxy) phenoxy) azetidin-1-yl) pentyl) acetate C(C)(=O)OCCCCCN1CC(C1)OC1=CC=C(C=C1)OC1=C(C=CC2=CC(=CC=C12)O)C1=CC=C(C=C1)S(=O)(=O)C